C(#N)C1=C(C=CC=C1)C1=CC=C(C=C1)C(=O)O 2'-Cyano[1,1'-biphenyl]-4-carboxylic acid